(methyl)(ethyl)disilane C[SiH]([SiH3])CC